6-chloro-3-[hydroxy-(3-methoxyisoxazol-5-yl)methylene]-5-(4-pyrrolidin-1-ylphenyl)indolin-2-one ClC1=C(C=C2C(C(NC2=C1)=O)=C(C1=CC(=NO1)OC)O)C1=CC=C(C=C1)N1CCCC1